Methyl 5-(8-(7-isopropoxy-1,3-dimethyl-2-oxo-1,2-dihydro-1,6-naphthyridin-5-yl)isoquinolin-3-yl)picolinate C(C)(C)OC1=NC(=C2C=C(C(N(C2=C1)C)=O)C)C=1C=CC=C2C=C(N=CC12)C=1C=CC(=NC1)C(=O)OC